NC1=C2C(=NC=N1)N(N=C2N2C(=CC1=CC=CC=C21)C(=O)NC=2SC=CN2)C(C)(C)C (4-amino-1-tert-butyl-pyrazolo[3,4-d]pyrimidin-3-yl)-N-thiazol-2-yl-1H-indole-2-carboxamide